ClC1=CC(=C(C=C1)COC1=CC=CC(=N1)C1=CC(N(C=C1F)CC1=NC=2C(=NC(=CC2)C(=O)OC)N1C[C@H]1OCC1)=O)F methyl 2-[[4-[6-[(4-chloro-2-fluoro-phenyl)methoxy]-2-pyridyl]-5-fluoro-2-oxo-1-pyridyl]methyl]-3-[[(2S)-oxetan-2-yl]methyl]imidazo[4,5-b]pyridine-5-carboxylate